(pentafluorophenyl)boron potassium salt [K].FC1=C(C(=C(C(=C1[B])F)F)F)F